N-{1-cyclooctyl-2-oxo-2-[(2-oxospiro[1H-pyrrolo[3,2-c]pyridin-3,4'-tetrahydropyran]-6-yl)amino]ethyl}-2-methylpyrazole-3-carboxamide C1(CCCCCCC1)C(C(NC1=CC2=C(C=N1)C1(CCOCC1)C(N2)=O)=O)NC(=O)C=2N(N=CC2)C